4-[5-(2-aminoethyl)pyridin-2-yl]-3-[2-morpholin-4-yl-4-(trifluoromethyl)-1,3-thiazole-5-carbonyl]benzonitrile NCCC=1C=CC(=NC1)C1=C(C=C(C#N)C=C1)C(=O)C1=C(N=C(S1)N1CCOCC1)C(F)(F)F